C(C)(C)(C)C=1C=C(C=C(C1)C(C)(C)C)C(/C=C/C1=CC=C(C(=O)O)C=C1)=O 4-[(E)-3-(3,5-di-tert-butyl-phenyl)-3-oxo-propenyl]benzoic acid